CN1C(C(=C(C2=CC=CC=C12)N1CCC(CC1)C1=CC=C(C=C1)OC(C)C)C(=O)N)=O 1-Methyl-2-oxo-4-(4-{4-[(prop-2-yl)oxy]phenyl}piperidin-1-yl)-1,2-dihydroquinoline-3-carboxamide